1-(4-fluoro-3-methylbenzofuran-2-yl)-2-methylpropan-1-one FC1=CC=CC2=C1C(=C(O2)C(C(C)C)=O)C